C[C@H]1OCCN(C1)CC1=CC(=C(C(=C1)C(F)(F)F)O)[N+](=O)[O-] (R)-4-((2-methylmorpholino)methyl)-2-nitro-6-(trifluoromethyl)phenol